BrC1=CC2=C(N=C(N=C2)NC2=NC=C(C=C2)C(=O)N2CCOCC2)N(C1=O)C1CCCC1 6-bromo-8-cyclopentyl-2-[5-(morpholine-4-carbonyl)-pyridin-2-ylamino]-8H-pyrido[2,3-d]Pyrimidin-7-one